4-[3-(2-amino-1-hydroxyethyl)pyrazol-1-yl]-3-(2-methyl-6-phenylpyridin-4-yl)oxybenzonitrile NCC(O)C1=NN(C=C1)C1=C(C=C(C#N)C=C1)OC1=CC(=NC(=C1)C1=CC=CC=C1)C